C[N+]1=CC=C(C=C1)C1=CC=[NH+]C=C1 1-methyl-4,4'-bipyridinium